FC(C(=O)O)(F)F.ClC1=CC=C(C=C1)NC(C1=CC(=CC=C1)C(CC#N)N1N=CC(=C1)C=1C2=C(N=CN1)NC=C2)=O N-(4-chlorophenyl)-3-{2-cyano-1-[4-(7H-pyrrolo[2,3-d]-pyrimidin-4-yl)-1H-pyrazol-1-yl]ethyl}benzamide trifluoroacetate